N1(CCCCC1)CCNC(C1=CC=C(C=C1)C1=NC2=CC=C3C(=C2C=2CCCCC12)C=NN3)=O N-(2-(piperidin-1-yl)ethyl)-4-(8,9,10,11-tetrahydro-3H-pyrazolo[4,3-a]phenanthridin-7-yl)benzamide